(E)-N'-[5-bromo-3-[7-chloro-2-(oxan-2-yl)indazole-4-carbonyl]-6-methylpyridin-2-yl]-N,N-dimethylmethanimidamide BrC=1C=C(C(=NC1C)/N=C/N(C)C)C(=O)C=1C2=CN(N=C2C(=CC1)Cl)C1OCCCC1